C(C)OC(=O)C1=C(N(C2=CC=C(C=C12)C(=O)OCC)C)CS(=O)(=O)C1=CC=C(C)C=C1 (R)-1-methyl-2-((p-toluenesulfonyl)methyl)-1H-indole-3,5-dicarboxylic acid diethyl ester